(R)-N-methyl-2-(methylamino)-N-((R)-4-phenyl-1-((3aS,4S,6S,7aR)-3a,5,5-trimethylhexahydro-4,6-methanobenzo[d][1,3,2]dioxaborol-2-yl)butyl)pentanamide hydrochloride Cl.CN(C([C@@H](CCC)NC)=O)[C@@H](CCCC1=CC=CC=C1)B1O[C@@]2([C@H](O1)C[C@H]1C([C@@H]2C1)(C)C)C